2-((4-Amino-3-(3-hydroxyphenyl)-1H-pyrazolo[3,4-d]pyrimidin-1-yl)methyl)-3-(2-chlorobenzyl)-5-(6-(4-methylpiperazin-1-yl)-6-oxohex-1-yn-1-yl)quinazolin-4(3H)-one NC1=C2C(=NC=N1)N(N=C2C2=CC(=CC=C2)O)CC2=NC1=CC=CC(=C1C(N2CC2=C(C=CC=C2)Cl)=O)C#CCCCC(=O)N2CCN(CC2)C